[Na+].[Na+].C12C(C(C(CC1)O2)C(=O)[O-])C(=O)[O-] 7-Oxabicyclo(2.2.1)heptane-2,3-dicarboxylic acid, disodium salt